C(C)OC(C(C)(C)OC1=C(C=C(C=C1)CN1N=CN(C1=O)C1=CC=C(C=C1)Br)C)=O 2-(4-((4-(4-bromophenyl)-5-oxo-4,5-dihydro-1H-1,2,4-triazol-1-yl)methyl)-2-methylphenoxy)-2-methylpropanoic acid ethyl ester